2-amino-4-(2'-hydroxyguanidino)-butyric acid NC(C(=O)O)CCNC(=NO)N